C(\C=C\C(=O)O)(=O)O.FC1=C(C2=CC=CC=C2C=C1)CCN1CCCC1 1-(2-(2-fluoronaphthalen-1-yl)ethyl)pyrrolidine fumarate